(3-phenylbenzo[b]thiophene-2-yl)boric acid C1(=CC=CC=C1)C=1C2=C(SC1OB(O)O)C=CC=C2